ClC=1C=C(C(=O)NC2=CC(=CC(=C2)C(=O)C=2C=C3N=C(C=NC3=CC2)N2CCOCC2)F)C=CC1F 3-chloro-4-fluoro-N-(3-fluoro-5-(3-morpholinoquinoxaline-6-carbonyl)phenyl)benzamide